3-[5-[5-[(4-Amino-3-fluoro-phenyl)methyl-methyl-amino]pentyl]-3-methyl-2-oxo-benzimidazol-1-yl]piperidine-2,6-dione NC1=C(C=C(C=C1)CN(CCCCCC1=CC2=C(N(C(N2C)=O)C2C(NC(CC2)=O)=O)C=C1)C)F